C(C)(C)(C)OC(=O)N1CC=2N(N=CC2C1)CC[C@H](CSC1=CC=CC=C1)NC1=C(C=C(C=C1)S(N)(=O)=O)S(=O)(=O)C(F)(F)F (R)-1-(4-(phenylthio)-3-((4-sulfamoyl-2-((trifluoromethyl)sulfonyl)phenyl)amino)butyl)-4,6-dihydropyrrolo[3,4-c]pyrazole-5(1H)-carboxylic acid tert-butyl ester